Cl.NCC(=O)C1=CC(=C(C=C1)OC)Cl 2-amino-1-(3-chloro-4-methoxyphenyl)ethanone hydrochloride